BrC1=CC(=CC=2OCCOC21)OC2=CC(=C(C=C2)F)F 5-Bromo-7-(3,4-difluoro-phenoxy)-2,3-dihydrobenzo[b]-[1,4]dioxine